N[C@H]1C2N(CC1CC2)C(=O)C2=CC1=C(C(=C(O1)C=1N(C3=CC(=CC=C3C1)C1CC1)CC1CC1)C)C=C2 ((7R)-7-Amino-2-azabicyclo[2.2.1]heptan-2-yl)(2-(6-cyclopropyl-1-(cyclopropylmethyl)-1H-indol-2-yl)-3-methylbenzofuran-6-yl)methanone